3-(4-(3,5-bis(trifluoromethyl)phenyl)piperidine-1-carbonyl)-1,4,6,7-tetrahydro-5H-pyrazolo[4,3-c]pyridine-5-carboxylic acid tert-butyl ester C(C)(C)(C)OC(=O)N1CC2=C(CC1)NN=C2C(=O)N2CCC(CC2)C2=CC(=CC(=C2)C(F)(F)F)C(F)(F)F